(2R)-1-{5-[(5-chlorothien-2-yl)sulfonyl]-1H,2H,3H,4H,5H,6H-pyrrolo[3,4-c]pyrrol-2-yl}-2-phenylpropan-1-one ClC1=CC=C(S1)S(=O)(=O)N1CC2=C(C1)CN(C2)C([C@H](C)C2=CC=CC=C2)=O